CN1CC[C@@H]2CCCN([C@H]2C1)C1=CC=C(N=N1)C1=C(C=C(C=C1C)C)O 2-[6-[(4aS,8aR)-7-methyl-2,3,4,4a,5,6,8,8a-octahydro-1,7-naphthyridin-1-yl]pyridazin-3-yl]-3,5-dimethyl-phenol